[Ni].C1(CCCCC1)N1C(N(CC1)C1CCCCC1)=C=C=C1N(CCN1C1CCCCC1)C1CCCCC1 bis(1,3-dicyclohexylimidazolin-2-ylidene)(ethylene) nickel (0)